NC1=NC2=C(C=3N1N=C(N3)C=3OC=CC3)SC(N2CCN2CCN(CC2)C2=C(C=C(C=C2)O[C@@H]2CNC[C@@H]2F)F)=O 5-amino-3-(2-(4-(2-fluoro-4-(((3R,4S)-4-fluoropyrrolidin-3-yl)oxy)phenyl)piperazin-1-yl)ethyl)-8-(furan-2-yl)thiazolo[5,4-e][1,2,4]triazolo[1,5-c]pyrimidin-2(3H)-one